(R)-6-(2-((2-(4-chlorophenyl)-5-methyl-1H-imidazol-1-yl)methyl)phenoxy)-3-methylhexanoic acid ethyl ester C(C)OC(C[C@@H](CCCOC1=C(C=CC=C1)CN1C(=NC=C1C)C1=CC=C(C=C1)Cl)C)=O